ClC1=CC=C(C=C1)C1=NC(=NC(=C1)N1[C@H](CN[C@@H](C1)C)C)C=1C=NC=CC1 Trans-4-(4-chlorophenyl)-6-(2,5-dimethylpiperazin-1-yl)-2-(pyridin-3-yl)pyrimidine